C1(=CC(=CC=C1)C1=C(C(=NC(=C1C#N)OC)N)C#N)C1=CC=CC=C1 4-([1,1'-biphenyl]-3-yl)-2-amino-6-methoxypyridine-3,5-dinitrile